NC=1C=CC=C2C(C3(C(OC4=C3C=CC(=C4)C(C)C)(C12)O)NC(C(=O)NC1=C(C=CC=C1C)C)=O)=O N1-(4-amino-4b-hydroxy-7-isopropyl-10-oxo-4b,10-dihydro-9bH-indeno[1,2-b]benzofuran-9b-yl)-N2-(2,6-dimethyl-phenyl)oxalamide